NC=1C2=C(N=CN1)N(C(=C2C=2CCNCC2)C2=CC=C(C=C2)NC(C=C)=O)C N-{4-[4-amino-7-methyl-5-(1,2,3,6-tetrahydropyridin-4-yl)-7H-pyrrolo[2,3-d]pyrimidin-6-yl]phenyl}prop-2-enamide